methylthiostearone CCCCCCCCCCCCCCCCCCC(CCCCCCCCCCCCCCCCC)=S